3-((1H-indol-5-yl)amino)-4-((pyridin-2-ylmethyl)amino)cyclobut-3-ene-1,2-dione N1C=CC2=CC(=CC=C12)NC=1C(C(C1NCC1=NC=CC=C1)=O)=O